N-({4-[2-(2-aminopyridin-3-yl)-5-phenylimidazo[4,5-b]pyridin-3-yl]phenyl}methyl)-4-formyl-3-hydroxybenzamide NC1=NC=CC=C1C1=NC=2C(=NC(=CC2)C2=CC=CC=C2)N1C1=CC=C(C=C1)CNC(C1=CC(=C(C=C1)C=O)O)=O